5-(4-((2S,5S)-5-(4-chlorobenzyl)-2-methyl-morpholino)piperidin-1-yl)-1H-1,2,4-triazol-3-amine ClC1=CC=C(C[C@@H]2N(C[C@@H](OC2)C)C2CCN(CC2)C2=NC(=NN2)N)C=C1